Cyclopentanecarboxylic acid ((2S,3R,4R)-4-(3,4-dimethoxybenzyl)-2-(3,4,5-trimethoxyphenyl)tetrahydrofuran-3-yl)methyl ester COC=1C=C(C[C@@H]2[C@@H]([C@H](OC2)C2=CC(=C(C(=C2)OC)OC)OC)COC(=O)C2CCCC2)C=CC1OC